(7-((4-(methylamino)-3-(trifluoromethyl)-1H-pyrrolo[2,3-b]pyridin-6-yl)amino)benzo[d][1,3]dioxol-4-yl)(4-morpholinopiperidin-1-yl)methanone CNC1=C2C(=NC(=C1)NC1=CC=C(C3=C1OCO3)C(=O)N3CCC(CC3)N3CCOCC3)NC=C2C(F)(F)F